N-acetoacetyl-3-methyl-4-cyanoaniline C(CC(=O)C)(=O)NC1=CC(=C(C=C1)C#N)C